FC(C(=O)O)(F)F.FC1(CNCCC1CNC=1C=2N(C=CN1)C=NN2)F N-((3,3-difluoropiperidin-4-yl)methyl)-[1,2,4]triazolo[4,3-a]pyrazin-8-amine trifluoroacetate salt